FC=1C(=C(C=CC1F)[C@H]1[C@@H](O[C@]([C@H]1C)(C(F)(F)F)C)C(=O)NC1=CC(=NC=C1)C(=N)NC(OCCCCCC)=O)OC Hexyl ((4-((2R,3S,4S,5R)-3-(3,4-difluoro-2-methoxyphenyl)-4,5-dimethyl-5-(trifluoromethyl)tetrahydrofuran-2-carboxamido)pyridin-2-yl)(imino)methyl)carbamate